(S)-2-oxooxazolidine-4-carboxylic acid O=C1OC[C@H](N1)C(=O)O